diaminotriazepine NC1=C(N=NNC=C1)N